2-cyclopropyl-2-methyl-propanoic acid C1(CC1)C(C(=O)O)(C)C